O1C(COCC1)CCON1CC=C(C=C1)C1=CNC2=C1C(NCC2)=O 3-{(1R)-1-[(1,4-dioxan-2-yl)ethoxy]pyridin-4-yl}-1,5,6,7-tetrahydro-4H-pyrrolo[3,2-c]pyridin-4-one